ethyl 2-((6-((2,5-dichloropyrimidin-4-yl)amino)-3-methyl-2-oxo-2,3-dihydro-1H-benzo[d]imidazol-4-yl)oxy)acetate ClC1=NC=C(C(=N1)NC=1C=C(C2=C(NC(N2C)=O)C1)OCC(=O)OCC)Cl